C([C@H](C)O)O (S)-propylene glycol